COCCN(CCOC)CC=1C=C(C=CC1)B(O)O (3-([BIS(2-METHOXYETHYL)AMINO]METHYL)PHENYL)BORANEDIOL